4-(5-(2-(3,5-bis(trifluoromethyl)phenyl)-N,2-dimethylpropanamido)-4-(o-tolyl)pyridin-2-yl)-1-methyl-1-((phosphonooxy)methyl)piperazin-1-ium FC(C=1C=C(C=C(C1)C(F)(F)F)C(C(=O)N(C)C=1C(=CC(=NC1)N1CC[N+](CC1)(COP(=O)(O)O)C)C1=C(C=CC=C1)C)(C)C)(F)F